3-amino-1-[(1S,2R)-2-fluorocyclopropyl]pyridin-2-one methyl-6-fluoropyridine-3-carboxylate COC(=O)C=1C=NC(=CC1)F.NC=1C(N(C=CC1)[C@@H]1[C@@H](C1)F)=O